FC(C(=O)O)(F)F.C(#N)C1=NC(=NC=C1)N1CCC(CC1)C(=O)O 1-(4-cyanopyrimidin-2-yl)piperidine-4-carboxylic acid trifluoroacetate salt